(2r,5s)-2-(1-(4-bromophenyl)-4-(4-fluorophenyl)-1H-pyrrol-3-yl)-5-methyl-3-(2-(2-oxoindol-5-yl)ethyl)oxazolidin-4-one BrC1=CC=C(C=C1)N1C=C(C(=C1)C1=CC=C(C=C1)F)[C@H]1O[C@H](C(N1CCC1=CC2=CC(N=C2C=C1)=O)=O)C